4,4,5,5-tetramethyl-2-((1S,2R)-2-methylcyclopropyl)-1,3,2-dioxaborolane CC1(OB(OC1(C)C)[C@@H]1[C@@H](C1)C)C